C(C)OC(=O)C=1C(=NC(=C(C1OCC1=CC=CC=C1)SC)C)Cl 4-benzyloxy-2-chloro-6-methyl-5-methylsulfanyl-pyridine-3-carboxylic acid ethyl ester